CC1OCCC=C1 2-methyl-5,6-dihydro-pyran